C(C)(C)(C)OC(=O)N[C@@H]1CC[C@H](CC1)[C@@]1(OC2=C(O1)C(=CC(=C2C)C(=O)OC)Cl)C methyl (2R)-2-[trans-4-(tert-butoxycarbonylamino) cyclohexyl]-7-chloro-2,4-dimethyl-1,3-benzodioxole-5-carboxylate